Tert-butyl 5-[[4-[[2-(tert-butoxycarbonylamino)acetyl]amino]-3,5-difluoro-phenyl]sulfonyl-[(4-methoxyphenyl)methyl]amino]thiazole-4-carboxylate C(C)(C)(C)OC(=O)NCC(=O)NC1=C(C=C(C=C1F)S(=O)(=O)N(C1=C(N=CS1)C(=O)OC(C)(C)C)CC1=CC=C(C=C1)OC)F